2-(2-chloro-5-fluoro-3-methyl-phenyl)-4,4,5,5-tetramethyl-1,3,2-dioxaborolane ClC1=C(C=C(C=C1C)F)B1OC(C(O1)(C)C)(C)C